(2R,3S,4S)-4-hydroxy-2-[(4-methoxyphenyl)methyl]pyrrolidin-3-yl N-{[(1s,3s)-3-aminocyclobutyl]methyl}carbamate NC1CC(C1)CNC(O[C@H]1[C@H](NC[C@@H]1O)CC1=CC=C(C=C1)OC)=O